C(CCCCCCC\C=C/CC)O (Z)-9-dodecene-1-ol